Cl.Cl.C12CC(CC(CC1)N2)N 8-azabicyclo[3.2.1]Octane-3-amine dihydrochloride